(5S,8S)-5-fluoro-8-hydroxy-8-methyl-N-((1-morpholinocyclohexyl)methyl)-5,6,7,8-tetrahydroquinoline-5-carboxamide F[C@@]1(C=2C=CC=NC2[C@@](CC1)(C)O)C(=O)NCC1(CCCCC1)N1CCOCC1